FC=1C=2N(C=C(C1)NC(=O)N1CCC=3C1=NC=CC3N3CC1(CC3)OCCNC1)C=C(N2)C N-(8-fluoro-2-methylimidazo[1,2-a]pyridin-6-yl)-4-(6-oxa-2,9-diazaspiro[4.5]decan-2-yl)-2,3-dihydro-1H-pyrrolo[2,3-b]pyridine-1-carboxamide